FC1=C(C=CC=C1)C(CC1=NC=CC=C1C)=C(C1=CC=CC=C1)C1=CC=CC=C1 2-(2-(2-fluorophenyl)-3,3-diphenylallyl)-3-methylpyridine